NC(C#N)C=1C=NC2=C(C=C(N=C2C1)N(CC1=C(C=C(C=C1)OC)OC)CC1=C(C=C(C=C1)OC)OC)C 2-amino-2-(6-(bis(2,4-dimethoxybenzyl)amino)-8-methyl-1,5-naphthyridin-3-yl)acetonitrile